(5-di-phenylphosphanyl-9,9-dimethyl-xanthen-4-yl)diphenylphosphane C1(=CC=CC=C1)P(C1=C2OC=3C(=CC=CC3C(C2=CC=C1)(C)C)P(C1=CC=CC=C1)C1=CC=CC=C1)C1=CC=CC=C1